O=C1NC(CCC1N1C(C2=CC=C(C=C2C1)NCC1CCN(CC1)C(=O)OC(C)(C)C)=O)=O tert-butyl 4-[[[2-(2,6-dioxo-3-piperidyl)-1-oxo-isoindolin-5-yl]amino]methyl]piperidine-1-carboxylate